C(C)C=1C=C(C=CC1C1=CC=C2C(=NNC2=C1F)C=1NC=C(N1)C#C[C@H]1NCCOC1)O (R)-3-ethyl-4-(7-fluoro-3-(4-(morpholin-3-ylethynyl)-1H-imidazol-2-yl)-1H-indazol-6-yl)phenol